(3-bromo-4-(3-nitrophenyl)-2-azetidinon-1-yl)adamantanecarboxamide BrC1C(N(C1C1=CC(=CC=C1)[N+](=O)[O-])C1C2(CC3CC(CC1C3)C2)C(=O)N)=O